C(C)(C)(C)OC(=O)N1CC2=C(CC1C)N(C=N2)C 1,6-dimethyl-6,7-dihydro-1H-imidazo[4,5-c]pyridine-5(4H)-carboxylic acid tert-butyl ester